N-(3-chloro-2-fluoro-phenyl)-7-[2-[(3S)-3-methoxypyrrolidin-3-yl]ethynyl]-6-nitro-quinazolin-4-amine ClC=1C(=C(C=CC1)NC1=NC=NC2=CC(=C(C=C12)[N+](=O)[O-])C#C[C@@]1(CNCC1)OC)F